[6-[[3-(trifluoromethyl)-1,2,4-thiadiazol-5-yl]methyl]-2-azaspiro[3.3]heptan-2-yl]-[6-[3-(trifluoromethyl)-1,2,4-triazol-1-yl]-2-azaspiro[3.3]heptan-2-yl]methanone FC(C1=NSC(=N1)CC1CC2(CN(C2)C(=O)N2CC3(C2)CC(C3)N3N=C(N=C3)C(F)(F)F)C1)(F)F